C(N)(=O)C1=NN(C=C1[N+](=O)[O-])CCOCCOCCOCCNC(OC(C)(C)C)=O tert-butyl N-[2-[2-[2-[2-(3-carbamoyl-4-nitro-pyrazol-1-yl)ethoxy]ethoxy]ethoxy] ethyl]carbamate